C1(CCCCC1)CC1=C(C(NC(=N1)S)=O)CC 6-(Cyclohexylmethyl)-5-ethyl-2-mercaptopyrimidin-4(3H)-one